N-(2-(1-(2-(4-(trifluoromethyl)phenyl)acetyl)piperidine-4-carbonyl)phenyl)carboxamide FC(C1=CC=C(C=C1)CC(=O)N1CCC(CC1)C(=O)C1=C(C=CC=C1)NC=O)(F)F